N-(4-(4-amino-5-(4-(((ethylamino)(oxo)(trifluoromethyl)-1λ6-sulfaneylidene)amino)-3-fluorophenyl)-7-methyl-7H-pyrrolo[2,3-d]pyrimidin-6-yl)phenyl)methacrylamide NC=1C2=C(N=CN1)N(C(=C2C2=CC(=C(C=C2)N=S(C(F)(F)F)(=O)NCC)F)C2=CC=C(C=C2)NC(C(=C)C)=O)C